2-bromo-4-((4-methylpiperazin-1-yl)sulfonyl)phenol BrC1=C(C=CC(=C1)S(=O)(=O)N1CCN(CC1)C)O